2-(2-isopropyl-5-methylcyclohexyl)-2-(3,3-dibromobutyl)-1,3-dimethoxypropane C(C)(C)C1C(CC(CC1)C)C(COC)(COC)CCC(C)(Br)Br